2-(3-bromophenoxy)-9-[3,5-bis(methyl-d3)-4-phenylpyridin-2-yl]carbazole BrC=1C=C(OC2=CC=3N(C4=CC=CC=C4C3C=C2)C2=NC=C(C(=C2C([2H])([2H])[2H])C2=CC=CC=C2)C([2H])([2H])[2H])C=CC1